CN(C(C(=O)C1=CC=C(C=C1)SC)(C)C)C 2-dimethylamino-2-methyl-1-(4-methylthiophenyl)propan-1-one